COC=1C(=CC(=C(C1)C(C)=O)[N+](=O)[O-])NC1=NC=NC(=C1)C=1C=C2C=CN(C2=CC1)C 1-(5-methoxy-4-((6-(1-methyl-1H-indole-5-yl)pyrimidine-4-yl)amino)-2-nitrophenyl)ethan-1-one